(2S)-3-methoxypropane-1,2-diol COC[C@H](CO)O